C12C3CC=CC3C(C(C1)CC(=O)[O-])C2.C(CCCCCCC\C=C/C[C@H](O)CCCCCC)(=O)[O-].[Zn+2] zinc (II) ricinoleate tricyclo[5.2.1.0~2,6~]dec-4-en-8-yl-acetate